N1(CCNCC1)C1=CC=C2C(C=CNC2=C1)=O 7-(piperazin-1-yl)-1,4-dihydroquinolin-4-one